C1(CC1)C1=CC2=C(C(=NN(C2=O)CC(=O)NC2=NC=C(C=N2)C)C)O1 2-{2-Cyclopropyl-7-methyl-4-oxo-4H,5H-furo[2,3-d]pyridazin-5-yl}-N-(5-methylpyrimidin-2-yl)acetamide